tert-butyl (26-(5-chloro-4-(4-cyano-6-(trifluoromethyl)pyridin-3-yl)-2-(N-(2-methoxyphenyl)-N-methylsulfamoyl)phenoxy)-3,6,9,12,15,18,21,24-octaoxahexacosyl)carbamate ClC=1C(=CC(=C(OCCOCCOCCOCCOCCOCCOCCOCCOCCNC(OC(C)(C)C)=O)C1)S(N(C)C1=C(C=CC=C1)OC)(=O)=O)C=1C=NC(=CC1C#N)C(F)(F)F